CC=1C(=C(C(=CC1)C(=O)O)C(=O)O)C.COC=1C=C2CCN(C(C2=CC1OC)CCC1=CN(C2=CC=CC=C12)CCO)CC1CCOCC1 2-(3-(2-(6,7-dimethoxy-2-((tetrahydro-2H-pyran-4-yl)methyl)-1,2,3,4-tetrahydroisoquinolin-1-yl)ethyl)-1H-indol-1-yl)ethane-1-ol dimethyl-benzenediformate